Methyl (3S)-1-(2-amino-4-bromo-5-fluoro-3-methylphenyl)pyrrolidine-3-carboxylate NC1=C(C=C(C(=C1C)Br)F)N1C[C@H](CC1)C(=O)OC